COC(C(=O)C1=C(C(=CC=C1)Cl)C)=O 2-(3-chloro-2-methyl-phenyl)-2-oxo-acetic acid methyl ester